FC(C(=O)N1CC(C1)N1N=C(C=2C1=NC(=CC2)C)NC2=CC=C(C=C2)C(F)(F)F)=C 2-fluoro-1-(3-(6-methyl-3-((4-(trifluoromethyl)phenyl)amino)-1H-pyrazolo[3,4-b]pyridin-1-yl)azetidin-1-yl)prop-2-en-1-one